7-fluoro-1-[2-(4-piperazin-1-yl-anilino)-pyrimidin-4-yl]-1H-indole-3-carboxamide FC=1C=CC=C2C(=CN(C12)C1=NC(=NC=C1)NC1=CC=C(C=C1)N1CCNCC1)C(=O)N